1-{6-[5-fluoro-2-(methoxymethoxy)-4-(6-methoxypyridazin-4-yl)phenyl]pyridazin-3-yl}-N-methylpyrrolidin-3-amine FC=1C(=CC(=C(C1)C1=CC=C(N=N1)N1CC(CC1)NC)OCOC)C1=CN=NC(=C1)OC